C(C1=CC=CC=C1)N1CC2(C1)CC(C2)NC(=O)N2[C@@H](CN(CC2)C2=NC1=CC=C(C=C1N=C2)OC)C (2R)-N-{2-benzyl-2-azaspiro[3.3]heptan-6-yl}-4-(6-methoxyquinoxalin-2-yl)-2-methylpiperazine-1-carboxamide